FC1(CC(C1)N1C(C2=C(C=C1)N(N=C2)C2OCCN2)=O)F 5-(3,3-difluorocyclobutyl)-1-(oxazolidin-2-yl)-1H,4H,5H-pyrazolo[4,3-c]pyridin-4-one